N1=CN=C(C2=C1C=CCO2)O pyrano[3,2-d]pyrimidin-4-ol